5-(4-(bis(2-fluorophenyl)methyl)piperazine-1-carbonyl)-2-(2,6-dioxopiperidin-3-yl)isoindoline-1,3-dione FC1=C(C=CC=C1)C(N1CCN(CC1)C(=O)C=1C=C2C(N(C(C2=CC1)=O)C1C(NC(CC1)=O)=O)=O)C1=C(C=CC=C1)F